2-[(3-morpholinopropyl)ethoxymethylsilyl]styrene O1CCN(CC1)CCC[SiH](C1=C(C=C)C=CC=C1)COCC